(E)-3-((R)-4-(((R)-6-(2-chloro-4-fluorophenyl)-5-(methoxycarbonyl)-2-(thiazol-2-yl)-3,6-dihydropyrimidin-4-yl)methyl)morpholin-2-yl)acrylic acid ClC1=C(C=CC(=C1)F)[C@H]1C(=C(NC(=N1)C=1SC=CN1)CN1C[C@H](OCC1)/C=C/C(=O)O)C(=O)OC